ClC1=CC=C(CN2C3(CCN(C3)C3=NC=C(C=C3)C)C(N(CC2=O)C(C)C)=O)C=C1 6-(4-chlorobenzyl)-9-isopropyl-2-(5-methyl-pyridin-2-yl)-2,6,9-triazaspiro[4.5]decane-7,10-dione